BrC1=C(C2=C(N=CN=C2)N(C1=O)C1CCCC1)C 6-bromo-8-cyclopentyl-5-methylpyrido[2,3-d]pyrimidine-7(8H)-one